tert-Butyl(1-(8-(3-(benzyloxy)-4-methoxyphenyl)-7-(4-cyano-3-fluorophenyl)imidazo[1,2-c]pyrimidin-5-yl)piperidin-4-yl)carbamate C(C)(C)(C)OC(NC1CCN(CC1)C1=NC(=C(C=2N1C=CN2)C2=CC(=C(C=C2)OC)OCC2=CC=CC=C2)C2=CC(=C(C=C2)C#N)F)=O